methyl 3-formyl-4-(1-methyl-1H-pyrazol-4-yl)benzoate C(=O)C=1C=C(C(=O)OC)C=CC1C=1C=NN(C1)C